6-[(2R)-4-[(tert-butoxy)carbonyl]-2-ethylpiperazin-1-yl]-3-(2-ethoxypyridin-3-yl)-2-fluorobenzoic acid C(C)(C)(C)OC(=O)N1C[C@H](N(CC1)C1=CC=C(C(=C1C(=O)O)F)C=1C(=NC=CC1)OCC)CC